2-(5-chloropyridin-2-yl)-aniline ClC=1C=CC(=NC1)C1=C(N)C=CC=C1